(S)-3-(3-chloro-4-fluorophenyl)-1-ethyl-1-(1-(1-oxo-1,2-dihydroisoquinolin-4-yl)propyl)urea ClC=1C=C(C=CC1F)NC(N([C@@H](CC)C1=CNC(C2=CC=CC=C12)=O)CC)=O